2-[2-(4-chlorophenyl) ethyl]-2-(1,1-dimethylethyl)-ethylene oxide ClC1=CC=C(C=C1)CCC1(CO1)C(C)(C)C